2-methyl-2-[6-[(3R)-3-methylmorpholin-4-yl]-2-(1H-pyrrolo[2,3-b]pyridin-4-yl)pyrimidin-4-yl]propionitrile CC(C#N)(C)C1=NC(=NC(=C1)N1[C@@H](COCC1)C)C1=C2C(=NC=C1)NC=C2